ethyl-octafluorovaleric acid C(C)C(C(C(C(C(=O)O)(F)F)(F)F)(F)F)(F)F